CN1C(=CC2=CC=CC=C12)S(=O)(=O)C1=CC=C(C=C1)NC(NCC=1C=NC=CC1)=O 3-[4-(1-methyl-1H-indole-2-sulfonyl)phenyl]-1-(pyridin-3-ylmethyl)urea